C(#N)C=1C=NN2C1C(=CC(=C2)C=2C=NN(C2C)[C@@H]2[C@H](CN(CC2)C(=O)OC(C)(C)C)F)SC2=NC=CC=C2F tert-butyl (3S,4S)-4-[4-[3-cyano-4-[(3-fluoro-2-pyridyl)sulfanyl]pyrazolo[1,5-a]pyridin-6-yl]-5-methyl-pyrazol-1-yl]-3-fluoro-piperidine-1-carboxylate